dimethyl (3R*,5S*)-piperidine-3,5-dicarboxylate trifluoroacetate FC(C(=O)O)(F)F.N1C[C@@H](C[C@@H](C1)C(=O)OC)C(=O)OC |o1:9,11|